4-amino-5-(((1S,2S)-2-((4,4-difluorocyclohexyl)amino)cyclohexyl)(methyl)amino)-2-(2,6-dioxopiperidin-3-yl)isoindoline-1,3-dione NC1=C2C(N(C(C2=CC=C1N(C)[C@@H]1[C@H](CCCC1)NC1CCC(CC1)(F)F)=O)C1C(NC(CC1)=O)=O)=O